tertbutyl nitrate [N+](=O)(OC(C)(C)C)[O-]